4,5-Dihydro-3-(hydroxymethoxymethylene)-2-methyl-5-oxo-3H-indeno[1,2-b]pyridin OCOC=C1CC2=C(N=C1C)C1=CC=CC=C1C2=O